F[C@@H]1CC=2N(C=NC2[C@H](C(=O)NC=2SC=CN2)N2C(C3=CC(=CC(=C3C2)C(F)(F)F)C#CC2=CC=C(C=C2)C=O)=O)C1 |&1:8| (2RS)-2-[(6R)-6-fluoro-6,7-dihydro-5H-pyrrolo[1,2-c]imidazol-1-yl]-2-[6-[2-(4-formylphenyl)ethynyl]-1-oxo-4-(trifluoromethyl)isoindolin-2-yl]-N-thiazol-2-yl-acetamide